C(C1=CC=CC=C1)N(C=1C(=NC(=C(C1)F)Br)OC)CC1=CC=CC=C1 N,N-dibenzyl-6-bromo-5-fluoro-2-methoxypyridin-3-amine